FC(C1=CC(=NC(=N1)N1[C@@H](CC1)C(F)(F)F)N1C[C@@H]2C([C@@H]2C1)CC(=O)O)(F)F 2-((1R,5S,6R)-3-(6-(trifluoromethyl)-2-((S)-2-(trifluoromethyl)azetidin-1-yl)pyrimidin-4-yl)-3-azabicyclo[3.1.0]hexane-6-yl)acetic acid